C(C(=C)C)(=O)OCCCCCCCCCCCCCCCCOC(C=C)=O 16-(Acryloyloxy)-hexadecyl methacrylat